2-(4-(3-chloro-4-(2-chloro-3-(6-methoxy-5-((methylamino)methyl)pyridin-2-yl)phenyl)pyridin-2-yl)-2-methoxybenzyl)-2-azaspiro[3.3]heptane-6-carboxylic acid ClC=1C(=NC=CC1C1=C(C(=CC=C1)C1=NC(=C(C=C1)CNC)OC)Cl)C1=CC(=C(CN2CC3(C2)CC(C3)C(=O)O)C=C1)OC